Cl.Cl.ClC1=CC=C(C=C1)C1=C(CCC(C1)(C)C)CN1CCNCC1 1-((4'-chloro-5,5-dimethyl-3,4,5,6-tetrahydro-[1,1'-biphenyl]-2-yl)methyl)piperazine dihydrochloride